C=1(C(=CC=CC1)CC(C(=O)O)=O)C1=CC=CC=C1 Biphenylpyruvic acid